1-[4-[5-acetyl-3-[7-(difluoromethyl)-6-(1-methylpyrazol-4-yl)-3,4-dihydro-2H-quinolin-1-yl]-6,7-dihydro-4H-pyrazolo[4,3-c]pyridin-1-yl]-1-piperidyl]-2-piperazin-1-yl-ethanone C(C)(=O)N1CC2=C(CC1)N(N=C2N2CCCC1=CC(=C(C=C21)C(F)F)C=2C=NN(C2)C)C2CCN(CC2)C(CN2CCNCC2)=O